OCC1CCN(CC1)C1=NC=2N(C=C1)N=CC2N2CC(C2)OC=2C=C(C(=O)NC=1C=NC=C(C1)C(F)(F)F)C=CC2C 3-((1-(5-(4-(hydroxymethyl)piperidin-1-yl)pyrazolo[1,5-a]pyrimidin-3-yl)azetidin-3-yl)oxy)-4-methyl-N-(5-(trifluoromethyl)pyridin-3-yl)benzamide